tert-Butyl 3-(4-(1-methyl-1H-pyrazol-5-yl)phenyl)azetidine-1-carboxylate CN1N=CC=C1C1=CC=C(C=C1)C1CN(C1)C(=O)OC(C)(C)C